FC1=CC=C(CC2NC(NC2)=S)C=C1 4-(4-fluorobenzyl)imidazolidine-2-thione